1-methyl-5-(2-bromoanilino)-1,5-dihydro-4H-pyrazolo[3,4-d]pyrimidin-4-one CN1N=CC2=C1N=CN(C2=O)NC2=C(C=CC=C2)Br